racemic-(1r,2s,3r,5s)-2-(((benzyloxy)carbonyl)amino)-3-(difluoromethoxy)-8-azabicyclo[3.2.1]octane-8-carboxylic acid tert-butyl ester C(C)(C)(C)OC(=O)N1[C@H]2[C@@H]([C@@H](C[C@@H]1CC2)OC(F)F)NC(=O)OCC2=CC=CC=C2 |r|